C(C1=CC=CC=C1)[C@H]1NS(C2=C(N(C1)C1=CC=C(C=C1)F)C=C(C(=C2)OC)C(F)(F)F)(=O)=O (R)-3-benzyl-5-(4-fluorophenyl)-8-methoxy-7-(trifluoromethyl)-2,3,4,5-tetrahydrobenzo[f][1,2,5]thiadiazepine 1,1-dioxide